C1(CCCC1)C1=C(CN(C(=O)C=2C(=NN(C2F)C)C(F)F)C2CC2)C=C(C=C1)F N-(2-Cyclopentyl-5-fluorobenzyl)-N-cyclopropyl-3-(difluoromethyl)-5-fluoro-1-methyl-1H-pyrazole-4-carboxamide